trans-4-((3-(1-Cyclopropyl-1H-pyrazol-4-yl)phenyl)((trans-4-(4-methoxy-3-methylphenyl)cyclohexyl)methyl)carbamoyl)cyclohexyl 3-((tert-butoxycarbonyl)amino)azetidine-1-carboxylate C(C)(C)(C)OC(=O)NC1CN(C1)C(=O)O[C@@H]1CC[C@H](CC1)C(N(C[C@@H]1CC[C@H](CC1)C1=CC(=C(C=C1)OC)C)C1=CC(=CC=C1)C=1C=NN(C1)C1CC1)=O